C(C)SC1=NN=C(S1)NC(C(C)SC=1NC(C2=C(N1)N(N=C2)C2CCOCC2)=O)=O N-(5-(ethylthio)-1,3,4-thiadiazol-2-yl)-2-((4-oxo-1-(tetrahydro-2H-pyran-4-yl)-4,5-dihydro-1H-pyrazolo[3,4-d]pyrimidin-6-yl)thio)propanamid